(2S,4R)-9-{1-[(1-aminocyclopropyl)methyl]azetidin-3-yl}oxy-5,5-dihydroxy-6-oxa-5-boranuidatricyclo[5.4.0.02,4]undeca-1(7),8,10-triene-8-carboxylic acid disodium salt [Na+].[Na+].NC1(CC1)CN1CC(C1)OC1=C(C=2O[B-]([C@@H]3C[C@@H]3C2C=C1)(O)O)C(=O)O.NC1(CC1)CN1CC(C1)OC1=C(C=2O[B-]([C@@H]3C[C@@H]3C2C=C1)(O)O)C(=O)O